ClC1=CC2=C(N(C(N=C2N2[C@H](CN(CC2)C(C=C)=O)C)=O)C2=C(C=CC=C2C)CC)N=C1C1=C(C=CC=C1O)F (M)-6-chloro-1-(2-ethyl-6-methylphenyl)-7-(2-fluoro-6-hydroxyphenyl)-4-((2S)-2-methyl-4-(2-propenoyl)-1-piperazinyl)pyrido[2,3-d]pyrimidin-2(1H)-one